ClC1=C(OCC(=O)OC)C(=CC=C1)Cl methyl 2,6-dichlorophenoxyacetate